tricosanoyl chloride C(CCCCCCCCCCCCCCCCCCCCCC)(=O)Cl